3-dimethoxymethyl-phenol COC(C=1C=C(C=CC1)O)OC